1-(2-isopropoxyethyl)-2-(methylthio)-5-(phenylamino)pyrimidin-4-one C(C)(C)OCCN1C(=NC(C(=C1)NC1=CC=CC=C1)=O)SC